BrC1=C(C=C(C=C1OCOC)Cl)F 2-bromo-5-chloro-1-fluoro-3-(methoxymethoxy)benzene